vinyl N,N-dimethylaminobenzoate CN(C)C1=C(C(=O)OC=C)C=CC=C1